S1C2=C(C(=C1)C1CN(CCN1)C1=CC(=NC(=N1)N)NC)C=CC=C2 6-(3-(benzo[b]thiophen-3-yl)piperazin-1-yl)-N4-methylpyrimidine-2,4-diamine